2-[6-(ethylamino)-4-[(1r,3s)-3-methyl-1-(4-methyl-1,2,4-triazol-3-yl)cyclobutyl]pyridin-2-yl]-4-methanesulfonyl-6-{[(3S)-3-methylpiperidin-1-yl]methyl}-3H-isoindol-1-one C(C)NC1=CC(=CC(=N1)N1C(C2=CC(=CC(=C2C1)S(=O)(=O)C)CN1C[C@H](CCC1)C)=O)C1(CC(C1)C)C1=NN=CN1C